C(C1=CC=CC=C1)OC1=C(C(=O)N2CC3=CC=C(C=C3C2)OC2CCN(CC2)C(=O)OCC2C3=CC=CC=C3C=3C=CC=CC23)C(=CC(=C1)C(F)F)O (9H-fluoren-9-yl)methyl 4-((2-(2-(benzyloxy)-4-(difluoromethyl)-6-hydroxybenzoyl)isoindolin-5-yl)oxy)piperidine-1-carboxylate